(2,4-dimethylbenzyl)amine CC1=C(CN)C=CC(=C1)C